Methyl 3-methyl-5-tert-butyl-4-hydroxyphenylpropionate CC=1C=C(C=C(C1O)C(C)(C)C)C(C(=O)OC)C